FC(OC=1C(=C2C(=NC1)NC=C2C(=O)C2=C(C=C(C=C2)OC2=C(C=CC=C2)F)C)N[C@H]2CO[C@@H](CC2)CO)F (5-(difluoromethoxy)-4-(((3R,6S)-6-(hydroxymethyl)tetrahydro-2H-pyran-3-yl)amino)-1H-pyrrolo[2,3-b]pyridin-3-yl)(4-(2-fluorophenoxy)-2-methylphenyl)methanone